α-D-Glucopyranosyl-(1→2)-α-D-glucopyranosyl-(1→4)-D-glucopyranose [C@H]1([C@H](O)[C@@H](O)[C@H](O)[C@H](O1)CO)O[C@H]1[C@H](O[C@@H]([C@H]([C@@H]1O)O)CO)O[C@H]1[C@@H]([C@H](C(O)O[C@@H]1CO)O)O